FC1=C2C[C@H](N(C2=CC=C1)CC=1C=C(C=C2C(C=C(OC12)N1CCOCC1)=O)C(=O)N(C)C)C 8-[[(2R)-4-fluoro-2-methyl-indolin-1-yl]methyl]-N,N-dimethyl-2-morpholino-4-oxo-chromene-6-carboxamide